N-(5-(2-(1-cyclopropylethyl)-4-(ethylsulfonamido)-3-oxo-2,3-dihydro-1H-pyrrolo[3,4-c]pyridin-6-yl)-4-methylthiazol-2-yl)acetamide C1(CC1)C(C)N1C(C=2C(=NC(=CC2C1)C1=C(N=C(S1)NC(C)=O)C)NS(=O)(=O)CC)=O